CP(=O)(C)C1=CC(=NC2=C(N=CC=C12)C1=CC=NN1)N1CCOCC1 4-(dimethylphosphoryl)-2-(morpholin-4-yl)-8-(1H-pyrazol-5-yl)-1,7-naphthyridine